P(=O)(OC(CCCCCC)C)(OC(CCCCCC)C)OC(CCCCCC)C tri-(methyl heptyl) phosphate